C(C1=CC=CC=C1)NCCC1COC1C1=CC=C(C=C1)Cl N-benzyl-2-(4-(p-chlorophenyl)oxetan-3-yl)ethanamine